tert-butyl 7-(1-((2,6-dimethyl-2H-pyrazolo[3,4-b]pyridin-5-yl)carbamoyl)-2,3-dihydro-1H-pyrrolo[2,3-b]pyridin-4-yl)-4,7-diazaspiro[2.5]octane-4-carboxylate CN1N=C2N=C(C(=CC2=C1)NC(=O)N1CCC=2C1=NC=CC2N2CCN(C1(CC1)C2)C(=O)OC(C)(C)C)C